ClC1=CC=C(C2=CC=CC=C12)O 4-Chloro-1-naphthol